O(C1=CC=CC=C1)C1=C(C=CC=C1)C=CC(=O)N1C(OC(C1)([2H])[2H])=O 3-(3-(phenoxyphenyl)acryloyl)oxazolidin-2-one-5,5-d2